OCCN(CCO)CCCCCCO[Si](OC(CSSCCCCCCCCCCCC)OCCCCCCCC\C=C/CCCCCCCC)(C)C (Z)-3-(2-hydroxyethyl)-11,11-dimethyl-13-(octadec-9-en-1-yloxy)-10,12-dioxa-15,16-dithia-3-aza-11-silaoctacosan-1-ol